argininyl phosphite P(OC([C@@H](N)CCCNC(N)=N)=O)([O-])[O-]